(Z)-cyclohexadecen-5-enone C1(\C=C/CC=CCCCCCCCCCC1)=O